BrC=1C=C2C(=NC1C=1SC=CC1Cl)NC(S2)=S 6-bromo-5-(3-chloro-2-thienyl)-3H-thiazolo[4,5-b]pyridine-2-thione